benzyl 4-[7-(3-benzyloxy-1-naphthyl)-2-[[(3R)-1-tert-butoxycarbonyl-3-piperidyl]methoxy]-6,8-dihydro-5H-pyrido[3,4-d]pyrimidin-4-yl]piperazine-1-carboxylate C(C1=CC=CC=C1)OC=1C=C(C2=CC=CC=C2C1)N1CC=2N=C(N=C(C2CC1)N1CCN(CC1)C(=O)OCC1=CC=CC=C1)OC[C@H]1CN(CCC1)C(=O)OC(C)(C)C